tert-butyl 2-(5-(hydroxymethyl)-2H-tetrazol-2-yl)acetate OCC=1N=NN(N1)CC(=O)OC(C)(C)C